ClC1=CC(=C(C=C1)C1=NC(=NC2=C1N=C(N(C2=O)C)C)N2CC(CC2)C=2C=NN(C2)C)F 8-(4-chloro-2-fluoro-phenyl)-2,3-dimethyl-6-[3-(1-methylpyrazol-4-yl)pyrrolidino]pyrimido[5,4-d]pyrimidin-4-one